C(CCC)OCCCC exo-butyl ether